FC1=C(C=C(C=C1)N1CC(CC1)C(=O)N)C (4-fluoro-3-methylphenyl)pyrrolidine-3-carboxamide